CC1=C(C(=CC(=C1)B1OC(C(O1)(C)C)(C)C)C)C1COCC(N1)=O 5-(2,6-dimethyl-4-(4,4,5,5-tetramethyl-1,3,2-dioxaborolan-2-yl)phenyl)morpholin-3-one